ClC1=C2C(NC(=NC2=CC(=C1)NC1CCCC1)CCl)=O 5-chloro-2-(chloromethyl)-7-(cyclopentylamino)quinazolin-4(3H)-one